(cis)-1-benzyl 5-tert-butyl 3,3-difluorohexahydropyrrolo[3,4-b]pyrrole-1,5-dicarboxylate FC1([C@H]2[C@@H](N(C1)C(=O)OCC1=CC=CC=C1)CN(C2)C(=O)OC(C)(C)C)F